4-oxo-butanoate O=CCCC(=O)[O-]